NC\C=C(\CN1C=NC2=C1C=C(C=C2C2=NN(C=C2)CCO)C#N)/F (Z)-1-(4-amino-2-fluorobut-2-en-1-yl)-4-(1-(2-hydroxyethyl)-1H-pyrazol-3-yl)-1H-benzo[d]imidazol-6-carbonitrile